OC(COC=1C=C(C=2N(C1)N=CC2C#N)C=2C=NC(=CC2)N2CC1N(C(C2)C1)C(C1=NC(=CC=C1)C)=O)(C)C 6-(2-hydroxy-2-methylpropoxy)-4-(6-(6-(6-methylpicolinoyl)-3,6-diazabicyclo[3.1.1]heptan-3-yl)pyridin-3-yl)pyrazolo[1,5-a]pyridine-3-carbonitrile